[Cl-].OCCN1CN(C=C1)C 1-(2-hydroxyethyl)-3-methylimidazole chloride salt